NC1=NN(C(=C1)C1=CC(=C(C#N)C=C1)F)C1=CC2=CN(N=C2C=C1)C1=CC=CC=C1 4-(3-amino-1-(2-phenyl-2H-indazol-5-yl)-1H-pyrazol-5-yl)-2-fluorobenzonitrile